ClC1=CC(=NC(=C1)N1CCOCC1)N1C(C(CC1)O)=O 1-[4-chloro-6-(morpholin-4-yl)pyridin-2-yl]-3-hydroxypyrrolidin-2-one